C(C=C)(=O)OCCCO 3-hydroxy-n-propyl acrylate